NC=1C=C(CN2CCN(CC2)C(=O)C2CCCCC2)C=CC1 (4-(3-aminobenzyl)piperazin-1-yl)(cyclohexyl)methanone